NCC1COC2=C(O1)C(=CC=C2N2CCNCC2)CN 2,8-Bis(aminomethyl)-5-(piperazin-1-yl)-2,3-dihydro-1,4-benzodioxine